C(C)C=1C(NC=2C=C(C=NC2C1)CN1CC2N(C(C1)C2)C=2C=CC(=NC2C)C(=O)NC)=O 5-(3-((7-ethyl-6-oxo-5,6-dihydro-1,5-naphthyridin-3-yl)methyl)-3,6-diazabicyclo[3.1.1]heptan-6-yl)-N,6-dimethylpicolinamide